COC1=CC=2N(C=C1)C(=CN2)C(=O)C2=CC=C(C=C2)[N+](=O)[O-] (7-Methoxyimidazo[1,2-a]pyridin-3-yl)(4-nitrophenyl)methanone